2-(2,6-dibenzhydryl-4-methylphenyl)-5-(dimethylamino)imidazo[1,5-a]pyridin-3-ylidenegold(I) chloride C(C1=CC=CC=C1)(C1=CC=CC=C1)C1=C(C(=CC(=C1)C)C(C1=CC=CC=C1)C1=CC=CC=C1)N1C(N2C(C=CC=C2N(C)C)=C1)=[Au-2]Cl